1-(6-aminoindolin-1-yl)ethan-1-one NC1=CC=C2CCN(C2=C1)C(C)=O